4-tert-butyl-2-(4-tert-butyl-2-pyridinyl)pyridine hexafluorophosphate F[P-](F)(F)(F)(F)F.C(C)(C)(C)C1=CC(=NC=C1)C1=NC=CC(=C1)C(C)(C)C